(2-methoxy-5-(piperidin-3-yl)pyridin-3-yl)methanol tert-butyl-4-(4-formylphenyl)piperazine-1-carboxylate C(C)(C)(C)C1N(CCN(C1)C1=CC=C(C=C1)C=O)C(=O)OCC=1C(=NC=C(C1)C1CNCCC1)OC